1-(2-((3R,5R,8R,9R,10S,13R,14S,17S)-3-hydroxy-3-methylhexadecahydro-1H-cyclopenta[a]phenanthren-17-yl)-2-oxoethyl)-1H-pyrazole-4-carbonitrile O[C@@]1(CC[C@@H]2[C@H]3CC[C@H]4[C@H](CC[C@H]4[C@@H]3CC[C@@H]2C1)C(CN1N=CC(=C1)C#N)=O)C